3-ethoxy-N-(1-methyl-5-(trifluoromethyl)-1H-pyrazol-3-yl)benzamide bis(2,2,2-trifluoroacetate) FC(C(=O)O)(F)F.FC(C(=O)O)(F)F.C(C)OC=1C=C(C(=O)NC2=NN(C(=C2)C(F)(F)F)C)C=CC1